tert-Butyl 3-amino-3-(2-(trifluoromethyl)pyrimidin-5-yl)propanoate NC(CC(=O)OC(C)(C)C)C=1C=NC(=NC1)C(F)(F)F